C(C)(=O)N[C@@H](C(=O)NCC1=CC=CC=C1)CO R-2-acetamido-N-benzyl-3-hydroxy-propionamide